(S)-3-(3-(1-(4H-1,2,4-triazol-4-yl)-2,3-dihydro-1H-inden-5-yl)-5-(1H-pyrazol-1-yl)-3H-imidazo[4,5-b]pyridin-2-yl)pyridin-2-amine N=1N=CN(C1)[C@H]1CCC2=CC(=CC=C12)N1C(=NC=2C1=NC(=CC2)N2N=CC=C2)C=2C(=NC=CC2)N